(2S)-2-(2-chlorophenyl)-1-{2-[1-(2,2-difluoroethyl)-5-methylpyrazol-4-ylsulfonyl]-4H,6H-pyrrolo[3,4-c]pyrazol-5-yl}-3-hydroxypropan-1-one ClC1=C(C=CC=C1)[C@H](C(=O)N1CC2=NN(C=C2C1)S(=O)(=O)C=1C=NN(C1C)CC(F)F)CO